8-((4-bromo-3-chlorobenzyl)sulfonyl)-1,3,7-trimethyl-1H-purine-2,6(3H,7H)-dione BrC1=C(C=C(CS(=O)(=O)C2=NC=3N(C(N(C(C3N2C)=O)C)=O)C)C=C1)Cl